C(C)(C)NC(C)=O N-isopropylacetamide